COC(=O)[C@]1(N[C@H]([C@]([C@@H]1C1=CC=CC=C1)([N+](=O)[O-])C)C1=CC=C(C=C1)OC)C (2S,3R,4S,5S)-5-(4-methoxyphenyl)-2,4-dimethyl-4-nitro-3-phenylpyrrolidine-2-carboxylic acid methyl ester